(2,3-dihydro-2,6-dimethyl-4H-1,4-benzoxazin-4-yl)[5-(4-morpholinyl)-3-pyridinyl]methanone CC1OC2=C(N(C1)C(=O)C=1C=NC=C(C1)N1CCOCC1)C=C(C=C2)C